N-(6-(difluoromethoxy)pyridin-3-yl)-4-(1-methyl-1H-imidazol-5-yl)pyrimidine-2-carboxamide FC(OC1=CC=C(C=N1)NC(=O)C1=NC=CC(=N1)C1=CN=CN1C)F